1-(2-(((1-(((1,1,1,3,3,3-Hexafluoropropan-2-yl)oxy)carbonyl)-4-methylpiperidin-4-yl)(methyl)amino)methyl)-5-(trifluoromethyl)phenyl)pyrrolidine-3-carboxylic acid FC(C(C(F)(F)F)OC(=O)N1CCC(CC1)(C)N(C)CC1=C(C=C(C=C1)C(F)(F)F)N1CC(CC1)C(=O)O)(F)F